tert-butyl (S)-2-(((S)-1-cyano-2-(3-fluoro-4'-(methylcarbamoyl)-[1,1'-biphenyl]-4-yl)ethyl)carbamoyl)-1,4-oxazepane-4-carboxylate C(#N)[C@H](CC1=C(C=C(C=C1)C1=CC=C(C=C1)C(NC)=O)F)NC(=O)[C@H]1OCCCN(C1)C(=O)OC(C)(C)C